N1=C(N=CC=C1)CC=1SC(SC1CC1=NC=CC=N1)=S 4,5-bis(2-pyrimidinylmethyl)-1,3-dithiole-2-thione